C(C1=CC=CC=C1)OC(=O)N(C1CN(CC1)C(=O)OCCCC)CCCO Z-butyl 3-(((benzyloxy)carbonyl)(3-hydroxypropyl)amino)pyrrolidine-1-carboxylate